(2S,4R)-N-(1-cyanocyclopropyl)-4-(2'-ethoxybiphenyl-4-ylsulfonyl)-1-(1-(trifluoromethyl)cyclopropanecarbonyl)pyrrolidine-2-carboxamide methyl-5-(dimethylamino)-2-methyl-5-oxopentanoate COC(C(CCC(=O)N(C)C)C)=O.C(#N)C1(CC1)NC(=O)[C@H]1N(C[C@@H](C1)S(=O)(=O)C1=CC=C(C=C1)C1=C(C=CC=C1)OCC)C(=O)C1(CC1)C(F)(F)F